BrC=1C=C2C(=NC1OC)CCC2(C)C 3-bromo-2-methoxy-5,5-dimethyl-6,7-dihydro-5H-cyclopenta[b]pyridine